di(2-propyl) phenyl phosphate P(=O)(OC(C)C)(OC(C)C)OC1=CC=CC=C1